COC1=CC=C(C=C1)C1=NOC(=N1)N1CCC(CC1)C(=O)NCC1CN(CC1)C1COCCC1 1-(3-(4-methoxyphenyl)-1,2,4-oxadiazol-5-yl)-N-((1-(tetrahydro-2H-pyran-3-yl)pyrrolidin-3-yl)methyl)piperidine-4-carboxamide